o-methoxybenzoylalanine COC1=C(C(=O)N[C@@H](C)C(=O)O)C=CC=C1